(2S)-3-(3,5-dichlorophenyl)-2-({[(9H-fluoren-9-yl)methoxy]carbonyl}(methyl)amino)propanoic acid ClC=1C=C(C=C(C1)Cl)C[C@@H](C(=O)O)N(C)C(=O)OCC1C2=CC=CC=C2C=2C=CC=CC12